Cl.C(C)N(C=N)C N-ethyl-N-methylformamidine hydrochloride